(6Ar,10aR)-3-(8-hydroxy-2-methyloctan-2-yl)-6,6,9-trimethyl-6a,7,10,10a-tetrahydrobenzo[c]chromen-1-ol OCCCCCCC(C)(C)C=1C=C(C=2[C@H]3[C@H](C(OC2C1)(C)C)CC=C(C3)C)O